(5-(3-Fluoroazetidin-3-yl)pyridin-2-yl)methanol FC1(CNC1)C=1C=CC(=NC1)CO